FC1CN(C1)CC1=C(C=CC=C1)NC(\C=C\C1=CC=C2C=NN(C2=C1)C1OCCCC1)=O (2E)-N-[2-[(3-fluoroazetidin-1-yl)methyl]phenyl]-3-[1-(oxan-2-yl)indazol-6-yl]prop-2-enamide